C(C)C(COC(C=CC=CCCCCCCCCCCCCCCC)=O)CCCC eicosadienoic acid 2-ethylhexyl ester